6-[3-(difluoromethyl)-4-fluoro-phenyl]-1H-pyrazolo[4,3-b]pyridine FC(C=1C=C(C=CC1F)C=1C=C2C(=NC1)C=NN2)F